N-(4-((2-(1,1-difluoroethyl)pyrimidin-4-yl)amino)-5-(6-((2-methoxyethyl)amino)pyrazin-2-yl)pyridin-2-yl)acetamide FC(C)(F)C1=NC=CC(=N1)NC1=CC(=NC=C1C1=NC(=CN=C1)NCCOC)NC(C)=O